2,6-dimethylnaphthalic acid CC1=C(C2=CC=C(C=C2C=C1)C)C(=O)O